3-((S)-1-aminoethyl)-8-((3-hydroxyoxetan-3-yl)ethynyl)-2-phenylnaphthalen-1(2H)-one N[C@@H](C)C=1C(C(C2=C(C=CC=C2C1)C#CC1(COC1)O)=O)C1=CC=CC=C1